N=1N=C(N2C1C=CC=C2)COC=2C=CC(=C1CCN([C@@H](C21)CN2C(C1=CC=CC=C1C2)=O)C(=O)[C@H]2[C@H](CCCC2)C(=O)O)Cl (1S,2r)-2-((S)-8-([1,2,4]triazolo[4,3-a]pyridin-3-ylmethoxy)-5-chloro-1-((1-oxoisoindolin-2-yl)methyl)-1,2,3,4-tetrahydroisoquinoline-2-carbonyl)cyclohexane-1-carboxylic acid